5'-methoxy-N-(5-(5-methoxypyridin-2-yl)thiazolo[5,4-d]pyrimidin-2-yl)-2',6-dimethyl-[4,4'-bipyridine]-3-carboxamide COC=1C(=CC(=NC1)C)C1=C(C=NC(=C1)C)C(=O)NC=1SC=2N=C(N=CC2N1)C1=NC=C(C=C1)OC